FC1=C(C=CC=C1OC)CN1CC(N(C(C1)C)C(C(C)C)=O)C(=O)NCC1=CC=C(C=C1)C=1OC=CC1 4-[(2-fluoro-3-methoxyphenyl)methyl]-N-{[4-(furan-2-yl)phenyl]methyl}-6-methyl-1-(2-methylpropanoyl)piperazine-2-carboxamide